C(C)(C)(C)[Si](OC1CC(C1)C(=O)O)(C1=CC=CC=C1)C1=CC=CC=C1 3-((tertbutyldiphenylsilyl)oxy)cyclobutanecarboxylic acid